5-(5-chloro-6-methoxypyridin-3-yl)-2-((1-methyl-4-(6-(trifluoromethyl)pyridazin-3-yl)-1H-1,2,3-triazol-5-yl)methyl)pyridazin-3(2H)-one ClC=1C=C(C=NC1OC)C1=CC(N(N=C1)CC1=C(N=NN1C)C=1N=NC(=CC1)C(F)(F)F)=O